CC1=C(OC2=C1C=CC=C2)C(=O)O 3-Methylbenzofuran-2-carboxylic acid